[Cl-].C(C1CO1)[N+](C)(C)CCOC(C(=C)C)=O (2,3-epoxypropyl)[2-(methacryloyloxy)ethyl]dimethyl-ammonium chloride